N-((7-chloroimidazo[1,5-a]pyridin-1-yl)methyl)-1-((6-cyclopropyl-8-(2-oxopyrrolidin-1-yl)imidazo[1,2-a]pyridin-2-yl)methyl)-1H-pyrazole-4-carboxamide ClC1=CC=2N(C=C1)C=NC2CNC(=O)C=2C=NN(C2)CC=2N=C1N(C=C(C=C1N1C(CCC1)=O)C1CC1)C2